3-(7-amino-2-naphthyl)piperidine-2,6-dione NC1=CC=C2C=CC(=CC2=C1)C1C(NC(CC1)=O)=O